tert-butyl N-[2-[4-[2-(2,6-dioxo-3-piperidinyl)-1,3-dioxo-isoindolin-5-yl] piperazin-1-yl] ethyl]-N-methyl-carbamate O=C1NC(CCC1N1C(C2=CC=C(C=C2C1=O)N1CCN(CC1)CCN(C(OC(C)(C)C)=O)C)=O)=O